C(C1=CC=CC=C1)N1CCC(CC1)(C#N)C1=NC=C(C=C1F)Cl 1-benzyl-4-(5-chloro-3-fluoro-2-pyridinyl)piperidine-4-carbonitrile